CC1CN(CC1)C1=CC=C(C=C1)S(=O)(=O)NCC1=CC=NC=C1 4-(3-methylpyrrolidin-1-yl)-N-(pyridin-4-ylmethyl)-benzenesulfonamide